O=C1NC(CCC1N1C(C2=CC=CC(=C2C1=O)NCCCNC(C)=O)=O)=O N-(3-((2-(2,6-dioxopiperidin-3-yl)-1,3-dioxoisoindolin-4-yl)amino)propyl)acetamide